CC1=CC=2NCCCCC2S1 2-methyl-5,6,7,8-tetrahydro-4H-thieno[3,2-b]azepine